N-(2-oxoethyl)-2,4-bis(trifluoromethyl)imidazo[1,2-a][1,8]naphthyridine-8-carboxamide O=CCNC(=O)C=1N=C2N(C=3N=C(C=C(C3C=C2)C(F)(F)F)C(F)(F)F)C1